C(C)N1N=C(C2=CC=CC=C12)C=1C=C2CN(C(C2=CC1)=O)C1C(NC(CC1)=O)=O 3-(5-(1-ethyl-1H-indazol-3-yl)-1-oxoisoindolin-2-yl)piperidine-2,6-dione